Cl.NC1C(COC1)C#N 4-aminotetrahydrofuran-3-carbonitrile hydrochloride